4-(((7-(cyclopentylamino)-4-oxo-3,4-dihydroquinazolin-2-yl)methyl)thio)piperidine-1-carboxylic acid methyl ester COC(=O)N1CCC(CC1)SCC1=NC2=CC(=CC=C2C(N1)=O)NC1CCCC1